C(C)(C)(C)C1=C(N=NC=C1)C(C)(C)C di-t-butyl-diazine